(R)-N-(6-ethoxy-2-methyl-2H-benzo[d][1,2,3]triazol-5-yl)-4-(3-methylpiperazin-1-yl)-2,3-dihydro-1H-pyrrolo[2,3-b]pyridine-1-carboxamide formate C(=O)O.C(C)OC=1C(=CC=2C(=NN(N2)C)C1)NC(=O)N1CCC=2C1=NC=CC2N2C[C@H](NCC2)C